(R)-3-methyl-4-(4-(1-methyl-1H-pyrazol-5-yl)-8-(1H-pyrazol-5-yl)imidazo[1,5-a]pyrimidin-2-yl)morpholine magnesium chromium salt [Cr].[Mg].C[C@H]1N(CCOC1)C1=NC=2N(C(=C1)C1=CC=NN1C)C=NC2C2=CC=NN2